4'-methyl-2,2'-bi-pyridine CC1=CC(=NC=C1)C1=NC=CC=C1